C(CCC)OC(C=CC=CC1=CC=CC=C1)=O butyl-styrene-acrylate